((1-(4,7-dimethyl-5-oxo-4,5-dihydro-3H-pyrazolo[3,4-c]isoquinolin-9-yl)ethyl)amino)benzoic acid CN1C(C=2C=C(C=C(C2C2=C1NN=C2)C(C)NC2=C(C(=O)O)C=CC=C2)C)=O